tert-butyl (trans-3-((5-chloro-4-iodopyridin-2-yl)carbamoyl)cyclohexyl)carbamate ClC=1C(=CC(=NC1)NC(=O)[C@@H]1C[C@H](CCC1)NC(OC(C)(C)C)=O)I